(S)-5-((4-((2-hydroxy-1-phenylethyl)amino)-5-(1,3,4-oxadiazol-2-yl)pyridin-2-yl)amino)-3,3-dimethyl-2-propylisoindolin-1-one OC[C@H](C1=CC=CC=C1)NC1=CC(=NC=C1C=1OC=NN1)NC=1C=C2C(N(C(C2=CC1)=O)CCC)(C)C